bis(2-methyl-3,4-epoxycyclohexylmethyl) adipate C(CCCCC(=O)OCC1C(C2C(CC1)O2)C)(=O)OCC2C(C1C(CC2)O1)C